C(C=C)(=O)OC(CCCCCCCCCCC)OC(C=C)=O dodecanediol diacrylate